FC1=CC=C(C=C1)C1OC1 (4-fluorophenyl)oxirane